COC(C(=O)OC)=CC1=CC=C(C=C1)OC methyl α-methoxy-p-methoxy-cinnamate